(S)-2-((tert-butoxycarbonyl)(methyl)amino)-3-(5-chloro-2-(pyrimidin-2-yloxy)phenyl)propanoic acid C(C)(C)(C)OC(=O)N([C@H](C(=O)O)CC1=C(C=CC(=C1)Cl)OC1=NC=CC=N1)C